3-((3-fluoro-4-((2-(trifluoromethyl)pyridin-4-yl)oxy)benzyl)oxy)-1-oxo-1H,6H,9H-7,8a-methanopyrrolo[1',2':3,4]imidazo[1,2-c]pyrimidine-7(8H)-carbonitrile FC=1C=C(COC=2C=C3N(C(N2)=O)CC24N3CC(C2)(C4)C#N)C=CC1OC1=CC(=NC=C1)C(F)(F)F